5-chloro-N-(3-chloro-1-cyclopropyl-1H-pyrazol-4-yl)-7-ethyl-7H-pyrrolo[2,3-d]pyrimidin-2-amine ClC1=CN(C=2N=C(N=CC21)NC=2C(=NN(C2)C2CC2)Cl)CC